ClC=1C(=NC=CN1)C(C)N(C(OC(C)(C)C)=O)CC1=C(C=C(C=C1)OC)OC tert-butyl (1-(3-chloropyrazin-2-yl)ethyl)(2,4-dimethoxybenzyl)carbamate